NC=1SC2=C(N1)C(CCC2)(C2=C(C=CC=C2)Cl)NC=O N-(2-amino-4-(2-chlorophenyl)-4,5,6,7-tetrahydrobenzothiazol-4-yl)carboxamide